N-[(1R)-1-[4-Methoxy-3-(1-methyl-6-oxo-3-pyridyl)phenyl]ethyl]-2-methyl-5-(4-methylpiperazin-1-yl)benzamide COC1=C(C=C(C=C1)[C@@H](C)NC(C1=C(C=CC(=C1)N1CCN(CC1)C)C)=O)C1=CN(C(C=C1)=O)C